ClC=1C=2N(C=C(C1)S(=O)(=O)NC1(C(C1)C)C)C(=NC2)C=2SC(=NN2)C(F)F 8-chloro-3-(5-(difluoromethyl)-1,3,4-thiadiazol-2-yl)-N-(1,2-dimethylcyclopropyl)imidazo[1,5-a]pyridine-6-sulfonamide